(4-tert-butylphenyl)-amine C(C)(C)(C)C1=CC=C(C=C1)N